ClC=1C(=C2C(=NC1C)CNC2)C 3-Chloro-2,4-dimethyl-6,7-dihydro-5H-pyrrolo[3,4-b]pyridine